CCCCOC(=O)[C@H](C)O Butyl (S)-(-)-lactate